C(C)(C)(C)OC(CCCN1N=C(N=C1)C1=C(C(=CC=C1)N)OC)=O 4-(3-(3-amino-2-methoxyphenyl)-1H-1,2,4-triazol-1-yl)butanoic acid tert-butyl ester